ClC1=CC(=C(C=C1)C#CC1=C(N)C=CC=C1)F 2-((4-chloro-2-fluorophenyl)ethynyl)aniline